C1(=C(C=CC=C1)NC(C(=O)NC1=C(C=CC=C1)C1=CC=CC=C1)=O)C1=CC=CC=C1 N1,N2-di([1,1'-biphenyl]-2-yl)oxalamide